3-((S)-2-hydroxy-3-((R)-8-(4-(trifluoromethyl)pyrimidin-2-yl)-1-oxa-8-azaspiro[4.5]decan-3-ylamino)propoxy)-N-methylbenzenesulfonamide O[C@H](COC=1C=C(C=CC1)S(=O)(=O)NC)CN[C@H]1COC2(C1)CCN(CC2)C2=NC=CC(=N2)C(F)(F)F